5-bromo-2-(2H-1,2,3-triazol-2-yl)-3-(trifluoromethyl)pyridine BrC=1C=C(C(=NC1)N1N=CC=N1)C(F)(F)F